CC1C(C1C=1C=NN(C1)C)C(=O)N 2-methyl-3-(1-methyl-1H-pyrazol-4-yl)cyclopropane-1-carboxamide